C1(=CC=CC=C1)[Te]C=C(F)F 2,2-Difluorovinyl Phenyl Telluride